N[C@H]1C[C@H](N(CC1)C(=O)N1CC2(CCCC2)C(CC1)CN1C=NC2=CC(=C(C=C2C1=O)F)F)C1=CC=CC=C1 3-((7-((2S,4R)-4-amino-2-phenylpiperidine-1-carbonyl)-7-azaspiro[4.5]dec-10-yl)methyl)-6,7-difluoroquinazolin-4(3H)-one